methyl 1-isopropyl-3-nitro-1H-pyrazole-5-carboxylate C(C)(C)N1N=C(C=C1C(=O)OC)[N+](=O)[O-]